4-((2,6-difluoro-3-(3-(methylsulfonamido)-1H-1,2,4-triazol-1-yl)benzyl)oxy)phenyl sulfurofluoridate S(OC1=CC=C(C=C1)OCC1=C(C(=CC=C1F)N1N=C(N=C1)NS(=O)(=O)C)F)(=O)(=O)F